4-((5-((3S,4S)-4-amino-3-methyl-2-oxa-8-azaspiro[4.5]dec-8-yl)-6-(hydroxymethyl)pyrazin-2-yl)thio)-6a,7,9,10-tetrahydro-6H-pyrido[3,2-b][1,4]thiazino[4,3-d][1,4]oxazine 8,8-dioxide N[C@@H]1[C@@H](OCC12CCN(CC2)C=2N=CC(=NC2CO)SC2=CC=NC1=C2OCC2N1CCS(C2)(=O)=O)C